FC1=CC=C(C=C1)S(=O)(=O)N1CCC2(CC(CO2)NC[C@@H](COC=2C=C(C=CC2)S(=O)(=O)NC)O)CC1 3-((2S)-3-(8-(4-fluorophenylsulfonyl)-1-oxa-8-azaspiro[4.5]dec-3-ylamino)-2-hydroxypropoxy)-N-methylbenzenesulfonamide